1-pyrenyl-sulfonamide C1(=CC=C2C=CC3=CC=CC4=CC=C1C2=C34)S(=O)(=O)N